N-(3-bromo-4-chloro-2-(hydroxymethyl)phenyl)-2-chloroacetamide BrC=1C(=C(C=CC1Cl)NC(CCl)=O)CO